2,2-dichloroethenyl-2,2-dimethylcyclopropanecarboxylate ClC(=COC(=O)C1C(C1)(C)C)Cl